CC1=NC=CC(=N1)OC1=CC=C(C=C1)C(C)(C)C1=CC=C(OC2CC(C2)NC(OC(C)(C)C)=O)C=C1 tert-butyl ((1r,3r)-3-(4-(2-(4-((2-methylpyrimidin-4-yl)oxy)phenyl)propan-2-yl)phenoxy)cyclobutyl)carbamate